3-bromo-1-(1,4-dioxaspiro[4.5]dec-8-yl)-1H-pyrazolo[3,4-d]pyrimidin-4-ylamine BrC1=NN(C2=NC=NC(=C21)N)C2CCC1(OCCO1)CC2